(3-((5-((4-(4-(methoxycarbonyl)-6-methylpyridin-2-yl)-1-methyl-1H-pyrazol-5-yl)oxy)-2-methylpentyl)amino)-4-nitrobenzyl)piperazine-1-carboxylic acid tert-butyl ester C(C)(C)(C)OC(=O)N1C(CNCC1)CC1=CC(=C(C=C1)[N+](=O)[O-])NCC(CCCOC1=C(C=NN1C)C1=NC(=CC(=C1)C(=O)OC)C)C